(R)-N4-(3-(5-Fluoropyridin-2-yl)-1-methyl-1H-pyrazol-5-yl)-2-methyl-N1-((S)-11-oxo-2,3,10,11-tetrahydro-1H,5H-benzo[d]pyrazolo[1,2-a][1,2]diazepin-10-yl)succinamid FC=1C=CC(=NC1)C1=NN(C(=C1)NC(C[C@H](C(=O)N[C@H]1C2=C(CN3N(C1=O)CCC3)C=CC=C2)C)=O)C